1-(4-((Z)-1,2-dimethyl-4-(((R)-1-(2-methyl-3-(trifluoromethyl)phenyl)-ethyl)imino)-1,4-dihydropyrido[3,4-d]pyrimidin-6-yl)-4-fluoro-2,2-dimethylpiperidin-1-yl)ethan-1-one CN1C(=N\C(\C2=C1C=NC(=C2)C2(CC(N(CC2)C(C)=O)(C)C)F)=N/[C@H](C)C2=C(C(=CC=C2)C(F)(F)F)C)C